2-(3-chloro-4-(6-(1-methylcyclopropoxy)-9-((2-methylpyridin-3-yl)methyl)-9H-purin-8-yl)phenyl)acetamide ClC=1C=C(C=CC1C=1N(C2=NC=NC(=C2N1)OC1(CC1)C)CC=1C(=NC=CC1)C)CC(=O)N